7-bromo-5-methyl-3H-pyridazino[4,5-b]indol-4(5H)-one BrC=1C=CC=2C3=C(N(C2C1)C)C(NN=C3)=O